5-chloro-N-(8,9-difluoro-6-oxo-1,4,5,6-tetrahydro-2H-pyrano[3,4-c]isoquinolin-1-yl)-N-methylisoindoline-2-carboxamide ClC=1C=C2CN(CC2=CC1)C(=O)N(C)C1COCC=2NC(C=3C=C(C(=CC3C21)F)F)=O